3-allyloxy-2-hydroxy-1-propanesulfonate C(C=C)OCC(CS(=O)(=O)[O-])O